CC1(OB(OC1(C)C)C=1C=CC(=NC1)NC=1C=NN(C1)C1CCN(CC1)CC1CCN(CC1)C(=O)OC(C)(C)C)C tert-butyl 4-[[4-[4-[[5-(4,4,5,5-tetramethyl-1,3,2-dioxaborolan-2-yl)-2-pyridyl]amino]pyrazol-1-yl]-1-piperidyl]methyl]piperidine-1-carboxylate